3-{4-[4-(3,5-dimethylpyridin-2-yl)piperazine-1-carbonyl]phenyl}-3-methylpyrrolidine-2,5-dione CC=1C(=NC=C(C1)C)N1CCN(CC1)C(=O)C1=CC=C(C=C1)C1(C(NC(C1)=O)=O)C